NC1=C(N=C2N1C=CC=C2Br)C(=O)NC2CCC2 3-amino-8-bromo-N-cyclobutylimidazo[1,2-a]pyridine-2-carboxamide